CC1=CC(=CC(=C1C)C)O The molecule is a phenol that consists of 1,2,3-trimethylbenzene having a single phenolic hydroxy substituent located at position 5. It derives from a hydride of a 1,2,3-trimethylbenzene.